pyrazolo[4,3-f][1,4]oxazepine N=1N=CC2=CN=CCOC21